C[C@@]1(NC(NC1=O)=O)CCC(=O)O |r| racemic-3-(4-Methyl-2,5-dioxo-imidazolidin-4-yl)propionic acid